CCC(CCCOC1=CC=CC=C1C2=CC=C(C=C2)C#N)O 4-Hydroxyhexyloxy-4'-cyanobiphenyl